tert-Butyl-(2-(2,6-difluorophenyl)pyridin-4-yl)carbamate C(C)(C)(C)OC(NC1=CC(=NC=C1)C1=C(C=CC=C1F)F)=O